C(CCCCCCCCCCCCCCCCC)NC(CC)=O N-octadecyl-propioamide